BrC1=C2N=CC=NC2=CC=C1NC=1N(CCN1)C(=O)OC(C)OC([C@H]([C@H](CO)CC1=CN=CN1C)CC)=O 1-(((2S,3R)-2-ethyl-4-hydroxy-3-((1-methyl-1H-imidazol-5-yl)methyl)butanoyl)-oxy)ethyl 2-((5-bromoquinoxalin-6-yl)amino)-4,5-dihydro-1H-imidazole-1-carboxylate